CN(C)CC(C(=O)N1CC=2N(CC1)N=C(C2C2=CC=NC=C2)C2=CC=C(C=C2)F)=C 2-[(dimethylamino)methyl]-1-[2-(4-fluorophenyl)-3-(pyridin-4-yl)-6,7-dihydropyrazolo[1,5-a]pyrazin-5(4H)-yl]prop-2-en-1-one